FC1(CC(C1)C(=O)N1CCN(C2(C1)CCN(C(CC2)=O)CC(=O)O)C)F 2-(4-(3,3-difluorocyclobutane-1-carbonyl)-1-methyl-10-oxo-1,4,9-triazaspiro[5.6]dodecan-9-yl)acetic acid